6-methylpyrazolo[1,5-a]-benzimidazole CC1=CC2=C(N3C(N2)=CC=N3)C=C1